C1(CC1)[C@H](C1=CC=2N(N=C1)C=C(N2)[C@H](C2CCC(CC2)(F)F)NC(OC(C)(C)C)=O)NC(CCC(F)(F)F)=O |o1:3| tert-butyl ((S)-(7-((R*)-cyclopropyl(4,4,4-trifluorobutanamido)methyl)imidazo[1,2-b]pyridazin-2-yl)(4,4-difluorocyclohexyl)methyl)carbamate